methyl 3-[(6-ethoxy-4-methyl-3-pyridyl)amino]-3-oxo-propanoate C(C)OC1=CC(=C(C=N1)NC(CC(=O)OC)=O)C